OC1=C(C=C(C=C1C(C)(C)C)C(C)(C)C)N1N=C2C(=N1)C=CC(=C2)Cl 2-(2'-hydroxy-3',5'-di-tert-butylphenyl)-5-chlorobenzotriazol